P(O)(O)N.N1C(=O)NC(=O)C=C1 Uracil phosphoramidite